NC\C=C(\CS(=O)(=O)C=1C=C(OC2=CC=C(C=C2)S(=O)(=O)N(C)C)C=CC1)/F (Z)-4-(3-(4-amino-2-fluorobut-2-enylsulfonyl)phenoxy)-N,N-dimethylbenzenesulfonamide